dimethoxy-1,1'-biphenyl COC1=CC=C(C=C1)C1=CC=C(C=C1)OC